FC(C(=O)O)(F)F.N1(CCNCC1)C1=NC=C(C(=O)N)C=C1 6-(piperazin-1-yl)nicotinamide trifluoroacetate